3-carboxy-4-methyl-pyrrole C(=O)(O)C1=CNC=C1C